N-(6-Amino-5-cyclopropyl-3-pyridyl)-2-[2-(3-chlorophenyl)-5-methyl-1-piperidyl]-2-oxo-acetamide NC1=C(C=C(C=N1)NC(C(=O)N1C(CCC(C1)C)C1=CC(=CC=C1)Cl)=O)C1CC1